ClC1=CC(=C(C=C1)C1N(S(C(C1O)=C)(=O)=O)C)C=1C=NN(C1)C 3-(4-chloro-2-(1-methyl-1H-pyrazol-4-yl)phenyl)-4-hydroxy-2-methyl-5-methyleneisothiazolidine 1,1-dioxide